9,10-anthracenediyl-bis(methylene)bismalonic acid C1=CC=CC2=C(C3=CC=CC=C3C(=C12)CC(C(=O)O)C(=O)O)CC(C(=O)O)C(=O)O